1,1-dimethylethyl N-[1-[4-[4-[5-chloro-4-[[(3S)-3-fluorotetrahydropyran-3-yl]methylamino]-6-oxo-pyridazin-1-yl]phenoxy]-3-methyl-phenyl]cyclopropyl]carbamate ClC1=C(C=NN(C1=O)C1=CC=C(OC2=C(C=C(C=C2)C2(CC2)NC(OC(C)(C)C)=O)C)C=C1)NC[C@@]1(COCCC1)F